(2-aminoquinazolin-6-yl)-4-methyl-N-(3-(trifluoromethyl)phenyl)benzamide NC1=NC2=CC=C(C=C2C=N1)C1=C(C(=O)NC2=CC(=CC=C2)C(F)(F)F)C=CC(=C1)C